N-(2-cyclopropyl-4-iodo-5-methylphenyl)-3,5-dimethylpyridin-2-amine C1(CC1)C1=C(C=C(C(=C1)I)C)NC1=NC=C(C=C1C)C